1,3-diazepine N1C=NC=CC=C1